4-(1-aminoisoquinolin-7-yl)-3-(5-cyclopropyl-2-methylpyrazol-3-yl)oxybenzonitrile NC1=NC=CC2=CC=C(C=C12)C1=C(C=C(C#N)C=C1)OC=1N(N=C(C1)C1CC1)C